CC1=CC=C(C=C1)S(=O)(=O)O.BrC1=C(C(=O)C=2C=C3C=4CC(CCC4NC3=CC2)N(CC)CC)C=CC=C1 (+)-6-(2-bromobenzoyl)-3-(diethyl)amino-1,2,3,4-tetrahydro-9H-carbazole p-toluenesulfonate